O=C1NC(CCC1C1=CC=C(C=C1)N1CCC(CC1)C=O)=O 1-(4-(2,6-dioxopiperidin-3-yl)phenyl)piperidine-4-carbaldehyd